C(C)(=O)N1C[C@H]([C@H](C1)OC)N1C(=NC2=C1C=C(C=C2)C(=O)OC)CC2=C(C=C(C(=C2)F)C2=NC(=CC=C2)OCC2=C(C=C(C=C2)C#N)F)F Methyl 3-[(3R,4S)-1-acetyl-4-methoxy-pyrrolidin-3-yl]-2-[[4-[6-[(4-cyano-2-fluoro-phenyl)methoxy]-2-pyridyl]-2,5-difluoro-phenyl]methyl]benzimidazole-5-carboxylate